O=C1NCC2=NC=CC=C21 5-oxo-6,7-dihydro-5H-pyrrolo[3,4-b]pyridine